C(C(C)C)NC=1C2=C(N=C(N1)NC1=C(C=C(C=C1)S(=O)(=O)N1CCC(CC1)N1CCOCC1)OC)NC=C2C(F)(F)F N4-isobutyl-N2-(2-methoxy-4-((4-morpholinopiperidin-1-yl)sulfonyl)phenyl)-5-(trifluoromethyl)-7H-pyrrolo[2,3-d]pyrimidine-2,4-diamine